5-(N-(2-(4-(tert-Butoxycarbonyl)piperidin-1-yl)benzyl)-N-phenethylsulfamoyl)-3-methylbenzofuran-2-carboxylic acid C(C)(C)(C)OC(=O)C1CCN(CC1)C1=C(CN(S(=O)(=O)C=2C=CC3=C(C(=C(O3)C(=O)O)C)C2)CCC2=CC=CC=C2)C=CC=C1